ClC=1C(=CC=C2C3(C(=NC12)C1=CC=CC=C1)C1=CC=CC=C1C=1C=CC=CC13)F 7'-Chloro-6'-fluoro-2'-phenylspiro[fluorene-9,3'-indole]